METHOXYACRYLATE COC(C(=O)[O-])=C